C1[C@H](NC(=[NH+]1)N)C[C@@H](C(=O)[O-])[NH3+] The molecule is an alpha-amino-acid cation obtained by deprotonation of the carboxy group and protonation of the amino and guanidino groups of L-enduracididine. It is a conjugate acid of a L-enduracididine.